ClC=1C=C(C(=NC1)N1C([C@H](N(C(C1)=O)CC1=CC=C(C=C1)Cl)C12CC(C1)(C2)C(=O)N)=O)F (R)-3-(4-(5-chloro-3-fluoropyridin-2-yl)-1-(4-chlorobenzyl)-3,6-dioxopiperazin-2-yl)bicyclo[1.1.1]pentane-1-carboxamide